(4-((4,4-dimethylpiperidin-1-yl)methyl)phenyl)-2-oxo-1,4,9-triazaspiro[5.5]undecane-9-carboxylic acid tert-butyl ester C(C)(C)(C)OC(=O)N1CCC2(CNCC(N2C2=CC=C(C=C2)CN2CCC(CC2)(C)C)=O)CC1